(S)-tert-butyl 2-(4-aminophenyl)morpholine-4-carboxylate NC1=CC=C(C=C1)[C@H]1CN(CCO1)C(=O)OC(C)(C)C